tert-butyl (2R,3S,4S)-4-[(tert-butoxycarbonyl)oxy]-3-hydroxy-2-{[4'-(pentafluoro-lambda6-sulfanyl)-[1,1'-biphenyl]-4-yl]methyl}pyrrolidine-1-carboxylate C(C)(C)(C)OC(=O)O[C@@H]1[C@H]([C@H](N(C1)C(=O)OC(C)(C)C)CC1=CC=C(C=C1)C1=CC=C(C=C1)S(F)(F)(F)(F)F)O